1-[(1R,3R,4R,7S)-5-(benzenesulfonyl)-1-[[bis(4-methoxyphenyl)-phenylmethoxy]methyl]-7-trimethylsiloxy-2-oxa-5-azabicyclo[2.2.1]heptan-3-yl]-5-methyl-pyrimidine-2,4-dione C1(=CC=CC=C1)S(=O)(=O)N1[C@H]2[C@@H](O[C@@](C1)([C@H]2O[Si](C)(C)C)COC(C2=CC=CC=C2)(C2=CC=C(C=C2)OC)C2=CC=C(C=C2)OC)N2C(NC(C(=C2)C)=O)=O